(4-fluoro-3-nitrophenyl)(pyridin-3-yl)methanol FC1=C(C=C(C=C1)C(O)C=1C=NC=CC1)[N+](=O)[O-]